tris-(3,5-dimethoxyphenyl)amine Palladium (II) chloride [Pd](Cl)Cl.COC=1C=C(C=C(C1)OC)N(C1=CC(=CC(=C1)OC)OC)C1=CC(=CC(=C1)OC)OC